tert-butyl (2R,5S)-4-(7-(4-cyanopyridin-2-yl)-5-cyclopropyl-7H-pyrrolo[2,3-d]pyrimidin-4-yl)-5-methyl-2-(methyl-d3)piperazine-1-carboxylate C(#N)C1=CC(=NC=C1)N1C=C(C2=C1N=CN=C2N2C[C@H](N(C[C@@H]2C)C(=O)OC(C)(C)C)C([2H])([2H])[2H])C2CC2